C(C)(=O)OCC=1NC(=C(C(C1C(=O)OCC)C1=C(C(=CC=C1)F)C(C)F)C(=O)OC)CF 3-ethyl 5-methyl 2-(acetoxymethyl)-4-(3-fluoro-2-(1-fluoroethyl) phenyl)-6-(fluoromethyl)-1,4-dihydropyridine-3,5-dicarboxylate